FC1(CN(CCC1)CC1=CC(=NC=C1)C=1C=C2CN(C(C2=CC1)=O)C1C(NC(CC1)=O)=O)C1=CC=CC=C1 3-(5-(4-((3-fluoro-3-phenylpiperidin-1-yl)methyl)pyridin-2-yl)-1-oxoisoindolin-2-yl)piperidine-2,6-dione